ONC(=O)C1N(CCCC1)S(=O)(=O)C1=CC=C(C=C1)CCC N-hydroxy-1-((4-propylphenyl)sulfonyl)piperidine-2-carboxamide